(R)-2-chloro-N-(5-chloro-6-(4-(oxetan-3-yl)-2H-1,2,3-triazol-2-yl)pyridin-3-yl)-8,8-dimethyl-7,8-dihydro-6H-cyclopenta[e]pyrazolo[1,5-a]pyrimidine-6-carboxamide ClC1=NN2C(N=CC3=C2C(C[C@H]3C(=O)NC=3C=NC(=C(C3)Cl)N3N=CC(=N3)C3COC3)(C)C)=C1